P(=O)(OC[C@H]1O[C@H]([C@@H]([C@@H]1O)O)[N+]1=CC(=CC=C1)C(NCCN1C(N(C=2N=CN(C2C1=O)C)C)=O)=O)(O)[O-] ((2R,3S,4R,5R)-5-(3-((2-(3,7-dimethyl-2,6-dioxo-2,3,6,7-tetrahydro-1H-purin-1-yl)ethyl)carbamoyl)pyridin-1-ium-1-yl)-3,4-dihydroxytetrahydrofuran-2-yl)methyl hydrogen phosphate